COC=1C=C(C=CC1NCC#CC=1N(C2=CC=CC(=C2C1)NC1CCN(CC1)CCOC)CC(F)(F)F)S(=O)(=O)N 3-methoxy-4-((3-(4-((1-(2-methoxyethyl)piperidin-4-yl)amino)-1-(2,2,2-trifluoroethyl)-1H-indol-2-yl)prop-2-yn-1-yl)amino)benzenesulfonamide